C1(CCCC1)N1N=CC2=C1N=C(NC2=O)CC2=C(C=CC=C2)OCC(N2CCNCC2)=O 1-cyclopentyl-6-[2-(2-oxo-2-piperazin-1-yl-eth-oxy)-benzyl]-1,5-dihydro-pyrazolo[3,4-d]pyrimidin-4-one